O=S1(CC2(C1)CN(C2)C2=CC(=NC=N2)N2NC=C(C2=O)N2N=NC=C2)=O 2-(6-(2,2-dioxo-2-thia-6-aza-spiro[3.3]hept-6-yl)pyrimidin-4-yl)-4-(1H-1,2,3-triazol-1-yl)-1,2-dihydro-3H-pyrazol-3-one